tert-pentylamine C(C)(C)(CC)N